3,4-Difluoro-2-(2-fluoro-4-iodoanilino)-5-[[3-fluoro-2-(methylsulfamoylamino)pyridin-4-yl]methyl]-N-[(1R,2R)-(+/-)-2-methylcyclopropyl]benzamide FC=1C(=C(C(=O)N[C@H]2[C@@H](C2)C)C=C(C1F)CC1=C(C(=NC=C1)NS(NC)(=O)=O)F)NC1=C(C=C(C=C1)I)F |r|